N-(3-(methylsulfonamido)phenyl)-3-(pyrimidin-2-ylamino)benzamide CS(=O)(=O)NC=1C=C(C=CC1)NC(C1=CC(=CC=C1)NC1=NC=CC=N1)=O